FC(N1N=C(C(=C1)F)[S@@](=O)(N)=NC(NC1=C2C(=NC(=C1C)C(F)(F)F)CCC2)=O)F |r| (R)- and (S)-1-(difluoromethyl)-4-fluoro-N'-((3-methyl-2-(trifluoromethyl)-6,7-dihydro-5H-cyclopenta[b]pyridin-4-yl)carbamoyl)-1H-pyrazole-3-sulfonimidamide